2-(2-bromophenyl)-4,4-dimethyltetrahydro-2H-pyran-2-ol BrC1=C(C=CC=C1)C1(OCCC(C1)(C)C)O